ethoxyimidazo[1,2-a]pyridine C(C)OC=1N=C2N(C=CC=C2)C1